ethyl 1-(4-bromophenyl)-3-methyl-1H-pyrazole-5-carboxylate BrC1=CC=C(C=C1)N1N=C(C=C1C(=O)OCC)C